BrC1=NC(=CC=C1)C1=CC=2C3(C4=CC=CC=C4C2C=C1)C1=CC=CC=C1C=1C=CC=CC13 2-bromo-6-(9,9'-spirobi[9H-fluoren]-2-yl)pyridine